C1(=CC=CC=C1)C1=C(C2=CC=CC=C2C=C1)N β-phenylnaphthyl-amine